ClC1=CC=CC2=C1N=C(S2)N[Si](C)(C)C 4-chloro-N-(trimethylsilyl)benzo[d]thiazol-2-amine